NC=1C(=NC(=CN1)C1=NC(=CC=C1C(F)(F)F)OC)C(=O)NC1=NC=CC=C1N1CCC(CC1)(C)N 3-Amino-N-(3-(4-amino-4-methylpiperidin-1-yl)pyridin-2-yl)-6-(6-methoxy-3-(trifluoromethyl)pyridin-2-yl)pyrazin-2-carboxamid